Benzyl rel-(R)-4-cyanoazepane-1-carboxylate Benzyl-chloroformate C(C1=CC=CC=C1)OC(=O)Cl.C(#N)[C@H]1CCN(CCC1)C(=O)OCC1=CC=CC=C1 |o1:13|